imidazolethione methyl-4-(5-(3-chloro-5-(trifluoromethyl)phenyl)-5-(trifluoromethyl)-4,5-dihydroisoxazol-3-yl)-2-methylbenzoate COC(C1=C(C=C(C=C1)C1=NOC(C1)(C(F)(F)F)C1=CC(=CC(=C1)C(F)(F)F)Cl)C)=O.N=1C(N=CC1)=S